methyl 3-(5-(3-amino-5-fluoro-4-methylphenyl)-1,2,4-oxadiazol-3-yl)azetidine-1-carboxylate NC=1C=C(C=C(C1C)F)C1=NC(=NO1)C1CN(C1)C(=O)OC